(S)-(3-((1-(3-methoxyphenyl)hex-2-yl)carbamoyl)bicyclo[1.1.1]pent-1-yl)carbamic acid tert-butyl ester C(C)(C)(C)OC(NC12CC(C1)(C2)C(N[C@H](CC2=CC(=CC=C2)OC)CCCC)=O)=O